2-methyl-N-(2-morpholinobenzylidene)propane-2-sulfinamide CC(C)(C)S(=O)N=CC1=C(C=CC=C1)N1CCOCC1